ClC1=CC(=CC(=N1)N1CCN(CC1)S(=O)(=O)C=1C=CC(=NC1)N1CC(CC1=O)NC(OC(C)(C)C)=O)C(F)(F)F tert-butyl N-[1-[5-[4-[6-chloro-4-(trifluoromethyl)-2-pyridyl]piperazin-1-yl]sulfonyl-2-pyridyl]-5-oxo-pyrrolidin-3-yl]carbamate